C1(=CC=CC=C1)P(C1=CC=CC=C1)C1=C(C=CC=C1)P(C=1C=C(C=C2C(CC3(OC4=C(C=C(C=C4C(C3)(C)C)C)P(C3=CC=CC=C3)C3=CC=CC=C3)OC12)(C)C)C)C1=CC=CC=C1 (diphenylphosphino)(4,4,4',4',6,6'-Hexamethyl-2,2'-spirobichroman-8,8'-diylbis(diphenylphosphane))